(S)-2-(7-chloro-2-oxo-3-(pent-3-yl)-5-phenyl-2,3-dihydro-1H-benzo[e][1,4]diazepin-1-yl)acetic acid ClC1=CC2=C(N(C([C@@H](N=C2C2=CC=CC=C2)C(CC)CC)=O)CC(=O)O)C=C1